N-(3,4-dimethoxyphenyl)acrylamide COC=1C=C(C=CC1OC)NC(C=C)=O